FC(OC1=CC(=C(C=C1)B(O)O)F)F 4-(DIFLUOROMETHOXY)-2-FLUOROPHENYLBORONIC ACID